CC1(N(CC2=C1N=C(N=C2N2[C@@H](COCC2)C)N2C=NC1C2C=CC=C1)C(C1=CC=C(C=C1)S(=O)(=O)C)=O)C (R)-7,7-dimethyl-2-(3a,7a-dihydro-1H-benzo[d]imidazol-1-yl)-6-(4-methylsulfonylbenzoyl)-4-(3-methylmorpholin-4-yl)-6,7-dihydro-5H-pyrrolo[3,4-d]pyrimidine